bianiline N(C1=CC=CC=C1)NC1=CC=CC=C1